C1=2C(NCCNCCNC(C(=CC=C1)N2)=O)=O 3,6,9,15-tetraazabicyclo[9.3.1]pentadeca-1(15),11,13-triene-2,10-dione